CCCCCCCCCCCCCC(=O)OC[C@H](COP(=O)([O-])OCC[N+](C)(C)C)OC(=O)CC/C=C\C/C=C\C/C=C\C/C=C\C/C=C\CCCCC 1-Myristoyl-2-docosapentaenoyl-sn-glycero-3-phosphocholine